N-[4-[3-(2-aminopyrimidin-4-yl)pyridin-2-yl]oxyphenyl]-4-(4-methylthiophene-2-yl)phthalazin-1-amine NC1=NC=CC(=N1)C=1C(=NC=CC1)OC1=CC=C(C=C1)NC1=NN=C(C2=CC=CC=C12)C=1SC=C(C1)C